COC(CN1[C@@H]2CN[C@H](C1)C2)=O 2-((1S,4S)-2,5-diazabicyclo[2.2.1]hept-2-yl)acetic acid methyl ester